ClC1=CC=C(C=C1)C1C(N(CC1)C12CC(C1)(C2)C(=O)OCC)=O ethyl 3-(3-(4-chlorophenyl)-2-oxopyrrolidin-1-yl)bicyclo[1.1.1]pentane-1-carboxylate